2-((5-(2-((3x-R,5x-S)-6-(diethylamino)-5-hydroxy-2-methylhexan-3-yl)-2,6-diazaspiro[3.4]oct-6-yl)-1,2,4-triazin-6-yl)oxy)-N-ethyl-5-fluoro-N-isopropylbenzamide C(C)N(CC(CC(C(C)C)N1CC2(C1)CN(CC2)C=2N=CN=NC2OC2=C(C(=O)N(C(C)C)CC)C=C(C=C2)F)O)CC